ClC1=C(CN2N=C3C(C(N(C=C3)C3=CC(=NC=C3F)N3[C@@H](C[C@@H](C3)O)CO)=O)=C2)C=CC=C1 2-(2-chlorobenzyl)-5-(5-fluoro-2-((2S,4S)-4-hydroxy-2-(hydroxymethyl)pyrrolidin-1-yl)pyridin-4-yl)-2,5-dihydro-4H-pyrazolo[4,3-c]pyridin-4-one